The molecule is a muconic semialdehyde compound having a hydroxy substituent at the 2-position and a methyl substituent at the 5-position. It is a muconic semialdehyde and an alpha,beta-unsaturated monocarboxylic acid. C/C(=C/O)/C=C/C(=O)C(=O)O